NC([C@@](CO)(C)NC(=O)C1=C(OC2=C1C=C(C=C2)C(=O)N2CCCCC2)C)=O (S)-N-(1-amino-3-hydroxy-2-methyl-1-oxopropan-2-yl)-2-methyl-5-(piperidine-1-carbonyl)benzofuran-3-carboxamide